FC=1C=C(C=CC1OC1=CC=NC2=CC(=C(C=C12)C(F)(F)F)OCCCN1CCOCC1)NC(=O)C1=C2C(=CN(C1=O)C1=CC=C(C=C1)F)CCO2 N-(3-fluoro-4-{[7-(3-morpholinopropoxy)-6-(trifluoromethyl)quinolin-4-yl]oxy}phenyl)-5-(4-fluorophenyl)-6-oxo-2,3,5,6-tetrahydrofuro[3,2-c]pyridine-7-carboxamide